C1(=CC=CC2=CC=CC=C12)OCCCCCCCC octyl naphthyl ether